[Cu+].CC1=CC=CC(=N1)C1=NC(=CC=C1)C.CC1=CC=CC(=N1)C1=NC(=CC=C1)C bis(6,6'-dimethyl-2,2'-bipyridine) copper (i)